4-fluorotetrahydrofuran-3-ylphosphonate FC1C(COC1)P([O-])([O-])=O